N-((3-(7-(((3S,4R)-3-fluoro-1-methylpiperidin-4-yl)amino)-3-((S)-oxiran-2-yl)-2H-indazol-2-yl)-1,2,4-oxadiazol-5-yl)methyl)cyclopropanecarboxamide F[C@H]1CN(CC[C@H]1NC1=CC=CC2=C(N(N=C12)C1=NOC(=N1)CNC(=O)C1CC1)[C@@H]1OC1)C